3-buten-1-yl-(1-(hydroxymethyl)cyclopropyl)carbamic acid tert-butyl ester C(C)(C)(C)OC(N(C1(CC1)CO)CCC=C)=O